2,3-dihydro-1,5-benzothiazepine-7-carboxylic acid S1CCC=NC2=C1C=CC(=C2)C(=O)O